(R)-4-(6-(7-cyclopropyl-8-methyl-[1,2,4]triazolo[4,3-b]pyridazin-6-yl)-5,6,7,8-tetrahydro-1,6-naphthyridin-3-yl)-2-methylmorpholine C1(CC1)C1=C(C=2N(N=C1N1CC=3C=C(C=NC3CC1)N1C[C@H](OCC1)C)C=NN2)C